C(C)C(OC)COC Ethylmonoglyme